(+)-2-hydroxy-2-phenylpropionic acid OC(C(=O)O)(C)C1=CC=CC=C1